N-(imidazo[1,2-b]pyridazin-3-yl)-6-methoxy-2-((1R,4R)-4-(piperazin-1-yl)cyclohexyl)-2H-indazole-5-carboxamide N=1C=C(N2N=CC=CC21)NC(=O)C2=CC1=CN(N=C1C=C2OC)C2CCC(CC2)N2CCNCC2